2-((4-((R)-2-(4-chloro-2-fluorophenyl)-2H-chromene-8-yl)piperidin-1-yl)methyl)-3-(((S)-oxetan-2-yl)methyl)-3H-imidazo[4,5-b]pyridine-5-carboxylic acid ClC1=CC(=C(C=C1)[C@@H]1OC2=C(C=CC=C2C=C1)C1CCN(CC1)CC1=NC=2C(=NC(=CC2)C(=O)O)N1C[C@H]1OCC1)F